F[As-](F)(F)(F)(F)F.C1(=CC=CC=C1)[S+](C1=CC=CC2=CC=CC=C12)C1=CC=CC=C1 diphenyl-naphthylsulfonium hexafluoroarsenate